4-(2-((2-(3,4-Dimethoxyphenyl)-3-isopropyl-1H-indol-5-yl)oxy)ethyl)morpholin COC=1C=C(C=CC1OC)C=1NC2=CC=C(C=C2C1C(C)C)OCCN1CCOCC1